E-N-chloroacetyl-L-lysine ClCC(=O)N[C@@H](CCCCN)C(=O)O